O1C(=CC=C1)C1=NN2C(=NC3=C(C2=N1)C=NN3)N 2-(furan-2-yl)-7H-pyrazolo[4,3-e][1,2,4]Triazolo[1,5-c]Pyrimidin-5-amine